1-(tert-butyl)-2-methyl-(2S,4S)-4-fluoropyrrolidine C(C)(C)(C)N1[C@H](C[C@@H](C1)F)C